4-Chloro-N-(3-methoxy-5-(methylsulfonyl)benzyl)aniline ClC1=CC=C(NCC2=CC(=CC(=C2)S(=O)(=O)C)OC)C=C1